4,6-Diaminopyrimidine NC1=NC=NC(=C1)N